(S)-2-((4-chloro-5-(((tetrahydrofuran-3-yl)oxy)methyl)pyrimidin-2-yl)oxy)-1-fluoro-5,6,8,9,10,11-hexahydro-7H-pyrido[3',4':4,5]pyrrolo[2,3-f]isoquinolin-7-one ClC1=NC(=NC=C1CO[C@@H]1COCC1)OC=1N=CC=2CCC3=C(C2C1F)NC1=C3C(NCC1)=O